NC1=C(C=CC(=C1)F)C1=C(C=C(C(=C1)Cl)C(=O)NC=1C=C(C(=NC1)C(=O)NCCF)Cl)F 5-(2'-amino-5-chloro-2,4'-difluoro-[1,1'-biphenyl]-4-carboxamido)-3-chloro-N-(2-fluoroethyl)picolinamide